ClCC1=CC=C(S1)C=1N(C=C(N1)C(F)(F)F)C(C)C 2-(5-(chloromethyl)thiophen-2-yl)-1-isopropyl-4-(trifluoromethyl)-1H-imidazole